4-(3-Amino-2-methoxyphenyl)cyclohexan-1-one NC=1C(=C(C=CC1)C1CCC(CC1)=O)OC